ClCC(=O)NC1=C(C=CC(=C1)C)COCC1=CSC=C1 2-chloro-N-(5-methyl-2-((thien-3-ylmethoxy)methyl)phenyl)acetamide